OC1=C(C(CCC1)=O)C(=O)C=1C=C2C(NC(N(C2=CC1)C)=O)=O 6-[(2-hydroxy-6-oxocyclohex-1-en-1-yl)carbonyl]-1-methylquinazoline-2,4(1H,3H)-dione